N-{4-[4-cyano-2-(4-cyano-1-methyl-2-imidazolyl)phenyl]-6-cyclopropyl-2-pyridyl}-1-cyclopropyl-5-[(1-methylcyclobutylamino)methyl]-2-oxo-1,2-dihydronicotinamide C(#N)C1=CC(=C(C=C1)C1=CC(=NC(=C1)C1CC1)NC(C=1C(N(C=C(C1)CNC1(CCC1)C)C1CC1)=O)=O)C=1N(C=C(N1)C#N)C